(2S)-2-(3,5-Dimethoxyphenyl)-2-ethoxy-N-[5-[[(3R)-1-pyridazin-3-ylpyrrolidin-3-yl]amino]-1,3,4-thiadiazol-2-yl]acetamid COC=1C=C(C=C(C1)OC)[C@@H](C(=O)NC=1SC(=NN1)N[C@H]1CN(CC1)C=1N=NC=CC1)OCC